(2S)-4-[(Acetoxyacetyl){(1R)-1-[1-benzyl-4-(2,5-difluorophenyl)-1H-imidazol-2-yl]-2,2-dimethylpropyl}amino]-2-[(tert-butoxycarbonyl)amino]butanoic acid C(C)(=O)OCC(=O)N(CC[C@@H](C(=O)O)NC(=O)OC(C)(C)C)[C@H](C(C)(C)C)C=1N(C=C(N1)C1=C(C=CC(=C1)F)F)CC1=CC=CC=C1